(3R)-1-(4-(7-Cyclopropyl-5-[(1R)-1-methyl-1,2,3,4-tetrahydroisoquinoline-2-carbonyl]pyrazolo[1,5-a]pyrimidin-2-yl)-3-fluorophenyl)pyrrolidin-3-amine C1(CC1)C1=CC(=NC=2N1N=C(C2)C2=C(C=C(C=C2)N2C[C@@H](CC2)N)F)C(=O)N2[C@@H](C1=CC=CC=C1CC2)C